FC=1C=C(C=CC1F)C1CCC(N1)=O 5-(3,4-difluorophenyl)pyrrolidin-2-one